(S)-3-((4-(4-(3-bromo-4-fluorophenyl)-5-oxo-4,5-dihydro-1,2,4-oxadiazol-3-yl)-1,2,5-oxadiazol-3-yl)thio)pyrrolidine-1-carboxylic acid tert-butyl ester C(C)(C)(C)OC(=O)N1C[C@H](CC1)SC1=NON=C1C1=NOC(N1C1=CC(=C(C=C1)F)Br)=O